P(=O)(OC=1C(=NC=C(C1)\C=C\C1=CC=CC=C1)C(C)C)(O)[O-] (E)-2-isopropyl-5-styrylpyridin-3-yl hydrogen phosphate